NC1=NC=CC(=C1)C=1C=C2C=CN(C(C2=CC1)=O)CC=1C=C(C(=O)NCC2=CC=CC=C2)C=CC1 3-((6-(2-Aminopyridin-4-yl)-1-oxoisoquinolin-2(1H)-yl)methyl)-N-benzylbenzamide